CC(=CCC/C(=C/COC(=O)C)/C)C The molecule is a monoterpenoid that is the acetate ester derivative of geraniol. It has a role as a plant metabolite. It is an acetate ester and a monoterpenoid. It derives from a geraniol.